(R)-3-(3-methylmorpholino)-1-(1-methylpiperidin-4-yl)-5-(1H-pyrrolo[2,3-b]pyridin-4-yl)pyrazin-2(1H)-one C[C@@H]1COCCN1C=1C(N(C=C(N1)C1=C2C(=NC=C1)NC=C2)C2CCN(CC2)C)=O